FC(C1=NN(C(=C1)O)C)F 3-(difluoromethyl)-5-hydroxy-1-methyl-1H-pyrazole